chloro-5-(2-chlorophenyl)-1,3-dihydro-3-acetoxy-2H-1,4-benzodiazepine ClN1CC(N=C(C2=C1C=CC=C2)C2=C(C=CC=C2)Cl)OC(C)=O